9,9-dimethyl-2-(5-nitrobiphenyl-2-yl)-9H-fluorene CC1(C2=CC=CC=C2C=2C=CC(=CC12)C1=C(C=C(C=C1)[N+](=O)[O-])C1=CC=CC=C1)C